methyl N-((benzyloxy)carbonyl)-O-(3-(benzyloxy)propyl)-L-serinate C(C1=CC=CC=C1)OC(=O)N[C@@H](COCCCOCC1=CC=CC=C1)C(=O)OC